BrC1=CC(=C(C=C1F)NS(=O)(=O)C1=CNC(=C1)C=1C=NC=CC1)F N-(4-bromo-2,5-difluorophenyl)-5-(pyridin-3-yl)-1H-pyrrol-3-sulfonamide